tert-butyl (3-((3,6-dichloro-1,2,4-triazin-5-yl)oxy)phenyl)carbamate ClC=1N=NC(=C(N1)OC=1C=C(C=CC1)NC(OC(C)(C)C)=O)Cl